C(C1=CC=CC=C1)N1C(CC(=C(C1)OC)CC)C1=CC=CC=C1 1-benzyl-4-ethyl-5-methoxy-2-phenyl-3,6-dihydro-2H-pyridine